4-(Benzyloxy)-5-((benzyloxy)methyl)-3-chloro-3-fluorotetrahydrofuran-2-ol C(C1=CC=CC=C1)OC1C(C(OC1COCC1=CC=CC=C1)O)(F)Cl